3-((R)-1-(4-(4-amino-7H-pyrrolo[2,3-d]pyrimidin-5-yl)phenyl)ethylamino)-6-cyano-N-((S)-1-(3,4-difluorophenyl)ethyl)pyrazine-2-carboxamide NC=1C2=C(N=CN1)NC=C2C2=CC=C(C=C2)[C@@H](C)NC=2C(=NC(=CN2)C#N)C(=O)N[C@@H](C)C2=CC(=C(C=C2)F)F